NCC(C(=O)NC1=CC=2C(=CN=CC2)S1)C1=CC=C(C=C1)O 3-amino-2-(4-hydroxyphenyl)-N-(thieno[2,3-c]pyridin-2-yl)propanamide